tert-butyl (R)-3-(2-(8-methyl-6-(2-phenylpropoxy)-[1,2,4]triazolo[1,5-a]pyridin-2-yl)ethyl)-2-oxo-1-oxa-3,8-diazaspiro[4.5]decane-8-carboxylate CC=1C=2N(C=C(C1)OC[C@H](C)C1=CC=CC=C1)N=C(N2)CCN2C(OC1(C2)CCN(CC1)C(=O)OC(C)(C)C)=O